C(C)P(C1=C(SC(=C1P(CC)CC)C(C)C)C(C)C)CC 3,4-bis(diethylphosphino)-2,5-diisopropylthiophene